BrC1=C2N(N=C1C1=CC=C(C=C1)F)C[C@@H](C2)F (R)-3-bromo-5-fluoro-2-(4-fluorophenyl)-5,6-dihydro-4H-pyrrolo[1,2-b]pyrazole